(3-methyl-4-((2-morpholinopyrimidin-5-yl)oxy)phenyl)cyclobutane-1-carboxamide CC=1C=C(C=CC1OC=1C=NC(=NC1)N1CCOCC1)C1(CCC1)C(=O)N